CC1(CCC1)NC(O[C@H]1C[C@H](CC1)C=1NN=C(C1)NC(COC1=C(C(=CC=C1)OCC1=CC=CC=C1)C1OCCO1)=O)=O (1R,3S)-3-(5-{2-[3-(benzyloxy)-2-(1,3-dioxolan-2-yl)phenoxy] acetamido}-2H-pyrazol-3-yl)cyclopentyl N-(1-methylcyclobutyl)carbamate